6-[4-[2-(1-piperidinyl)ethoxy]phenyl]-3-(4-pyridinyl)pyrazolo[1,5-a]pyrimidine N1(CCCCC1)CCOC1=CC=C(C=C1)C=1C=NC=2N(C1)N=CC2C2=CC=NC=C2